(R)-1-(4-((1-(3-cyano-2-methylphenyl)ethyl)amino)-7-methoxy-2-methylquinazolin-6-yl)-N-(2-Hydroxyethyl)-N-methyl-piperidine-4-amide C(#N)C=1C(=C(C=CC1)[C@@H](C)NC1=NC(=NC2=CC(=C(C=C12)N1CCC(CC1)C(=O)N(C)CCO)OC)C)C